6-carbamimidoyl-N,N-dimethylnicotinamide hydrochloride Cl.C(N)(=N)C1=NC=C(C(=O)N(C)C)C=C1